Dimethyl-diphenylamine CC=1C(=C(C=CC1)NC1=CC=CC=C1)C